BrC=1C=C(CC2N(CC(N2)=O)C)C=CC1 (3-bromobenzyl)-1-methylimidazolidin-4-one